NC1=C2N=C(NC2=NC(=N1)OCCCP(OC)(OC)=O)OC dimethyl (3-((6-amino-8-methoxy-9H-purin-2-yl)oxy)propyl)phosphonate